ClC=1C=CC2=C([C@@H](C[C@@H](O2)C(=O)NC23CC(C2)(C3)C3=NC=C(C=C3)C(=O)N3C[C@H](CC3)OC(F)(F)F)O)C1 (2R,4R)-6-chloro-4-hydroxy-N-(3-{5-[(3S)-3-(trifluoromethoxy)pyrrolidine-1-carbonyl]pyridin-2-yl}bicyclo[1.1.1]pentan-1-yl)-3,4-dihydro-2H-1-benzopyran-2-carboxamide